NC=1C2=C(N=C(N1)C)N(C=C2C2=C(C(=C(C=C2)NC([C@H](O)C2=CC(=CC=C2)F)=O)F)C)C (R)-N-(4-(4-amino-2,7-dimethyl-7H-pyrrolo[2,3-d]pyrimidin-5-yl)-2-fluoro-3-methylphenyl)-2-(3-fluorophenyl)-2-hydroxyacetamide